(-)-1-[(3S*,4R*)-4-(4-ethoxy-2,6-difluorophenyl)-2-oxopyrrolidin-3-yl]-3-(4-fluorophenyl)urea C(C)OC1=CC(=C(C(=C1)F)[C@H]1[C@@H](C(NC1)=O)NC(=O)NC1=CC=C(C=C1)F)F |o1:10,11|